bromo-4-(difluoromethoxy)-2,3-difluorobenzene BrC1=C(C(=C(C=C1)OC(F)F)F)F